hepten-3-one C=CC(CCCC)=O